FC1=C(C=CC=C1)C1OCCN2C1=CC(=N2)C(CC)=O 1-[4-(2-fluorophenyl)-6,7-dihydro-4H-pyrazolo[5,1-c][1,4]oxazin-2-yl]propan-1-one